BrC=1C(=C(C=CC1)O)F 3-bromo-2-fluorophenol